(S)-1-cyano-N-(1-(4-cyano-3-(trifluoromethoxy)phenyl)-1H-imidazol-4-yl)pyrrolidine-3-carboxamide C(#N)N1C[C@H](CC1)C(=O)NC=1N=CN(C1)C1=CC(=C(C=C1)C#N)OC(F)(F)F